7-chloro-1,5-dihydrospiro[1-benzazepine-4,2'-[1,3]dioxan]-2(3H)-one ClC=1C=CC2=C(CC3(OCCCO3)CC(N2)=O)C1